ClC=1C=C(C=CC1OC)NC(=O)N1C2CCC1CC=1N=CN=CC12 N-(3-chloro-4-methoxyphenyl)-6,7,8,9-tetrahydro-5H-5,8-epiminocyclohepta[d]pyrimidine-10-carboxamide